BrCCC=C(F)F 4-bromo-1,1-difluorobut-1-ene